Tert-butyl N5-((S)-1-(tert-butoxy)-4-(methylthio)-1-oxobutan-2-yl)-L-glutaminate C(C)(C)(C)OC([C@H](CCSC)NC(CC[C@H](N)C(=O)OC(C)(C)C)=O)=O